ClC=1C=C(C=CC1C1(C(C(=CC2=CC=CC=C12)\N=N\[H])N)S(=O)(=O)O)C1=CC(=C(C=C1)C1(C(C(=CC2=CC=CC=C12)\N=N\[H])N)S(=O)(=O)O)Cl 1,1'-(3,3'-dichloro[1,1'-biphenyl]-4,4'-diyl)bis{2-amino-3-[(E)-diazenyl]naphthalene-1-sulfonic acid}